tricyclo[4.4.0.12,3]undec-3-ene C12C3C(=CCC2CCCC1)C3